ClC=1C(=C(C=CC1)C(C)(C)N)F 2-(3-chloro-2-fluoro-phenyl)propan-2-amine